2-(4-pyridazin-3-ylpiperazin-1-yl)thiazole-5-carboxamide N1=NC(=CC=C1)N1CCN(CC1)C=1SC(=CN1)C(=O)N